(R)-4-((4-(3-hydroxyazetidin-1-yl)-1-(phenylsulfanyl)butan-2-yl)amino)-3-((trifluoromethyl)sulfonyl)benzenesulfonamide OC1CN(C1)CC[C@H](CSC1=CC=CC=C1)NC1=C(C=C(C=C1)S(=O)(=O)N)S(=O)(=O)C(F)(F)F